fluoro-3-(1H-tetrazol-5-yl)-2H-[1,3'-bipyridin]-2-one FC1=C(C(N(C=C1)C=1C=NC=CC1)=O)C1=NN=NN1